5-(3-(2-(diethylamino)ethyl)ureido)-1H-indazole-3-carboxamide C(C)N(CCNC(NC=1C=C2C(=NNC2=CC1)C(=O)N)=O)CC